C(#N)C1=C(C=C(C=C1)N1C(N(C(C1=O)(C)C)C1=CC(=C(C(=O)NC)C=C1)F)=S)C(F)(F)F 4-[3-[4-cyano-3-(trifluoromethyl)phenyl]-5,5-dimethyl-4-oxo-2-sulfanylideneimidazolidin-1-yl]-2-fluoro-N-methylbenzamide